tert-butyl-4-((2-oxopropanoyl)thio)but-2-ynoate C(C)(C)(C)OC(C#CCSC(C(C)=O)=O)=O